dihydro-dibenzo[b,f]azepine C1CCC=C2N=C3C(=CC=C21)C=CC=C3